N-[(3S)-1-{2,2-dimethyl-1H,2H,3H-pyrrolo[2,3-b]pyridine-5-carbonyl}pyrrolidin-3-yl]-N-methylpyridin-2-amine CC1(CC=2C(=NC=C(C2)C(=O)N2C[C@H](CC2)N(C2=NC=CC=C2)C)N1)C